C(CCC)NC(=O)NC=1C=C2C=C(C(=NC2=CC1)C1=CC=CC=C1)C1=C(C=CC=C1)OC 1-butyl-3-(3-(2-methoxyphenyl)-2-phenylquinolin-6-yl)urea